FC(C(C)(F)C=1C=C(N)C=CC1)C1=NN=CN1C 3-(1,2-difluoro-1-(4-methyl-4H-1,2,4-triazol-3-yl)propan-2-yl)aniline